2-(4-isopropyl-3-methoxyphenyl)thieno[2,3-d]pyrimidine C(C)(C)C1=C(C=C(C=C1)C=1N=CC2=C(N1)SC=C2)OC